CNC[C@H](C)O (S)-1-methylaminopropan-2-ol